CC=1C(C(=CCC1)C)=O 2,6-dimethylcyclohexa-2,5-dien-1-one